(E)-3-(3-(dimethylamino)acryloyl)bicyclo[1.1.1]pentane-1-carboxylic acid CN(/C=C/C(=O)C12CC(C1)(C2)C(=O)O)C